O[C@@H]1[C@H](CCC1)NC(=O)C1=CC(=CC=2OCOC21)CC2=CC=C(C=C2)N2N=CC=C2 N-[(1S,2S)-2-hydroxycyclopentyl]-6-[(4-pyrazol-1-ylphenyl)methyl]-1,3-benzodioxole-4-carboxamide